BrC1=CC(=C(C=C1)C(C)=O)N1CCC2(CC2)CC1 1-(4-bromo-2-(6-azaspiro[2.5]oct-6-yl)phenyl)ethanone